[N+](=O)([O-])C1=CC2=C(N(C(C(O2)CCC(=O)OC)=O)C([2H])([2H])[2H])C=C1 methyl 3-[7-nitro-3-oxo-4-(trideuteriomethyl)-1,4-benzoxazin-2-yl]propanoate